(cyclobutyl)methanol C1(CCC1)CO